{bis(1,1-dimethylethyl)[3,5-bis(1,1-dimethylethyl)phenyl]phosphane} Palladium [Pd].CC(C)(C)P(C1=CC(=CC(=C1)C(C)(C)C)C(C)(C)C)C(C)(C)C